O.[N+](=O)([O-])[O-].[Ga+3].[N+](=O)([O-])[O-].[N+](=O)([O-])[O-] gallium (iii) nitrate hydrate